C1(CC1)N1C=C(C(C2=CC(=C(C(=C12)OC)N1CC2N(CCCC2C1)C(C)=O)F)=O)C(C=CC=1C=NC=CC1)=O 1-cyclopropyl-6-fluoro-7-(1-acetyl-octahydro-6H-pyrrolo[3,4-b]pyridin-6-yl)-3-[3-(pyridin-3-yl)acryloyl]-8-methoxyquinolin-4(1H)-one